(R)-N-(4-(2-((dimethylamino)methyl)pyrrolidin-1-yl)-2-methoxy-5-nitrophenyl)-4-(3,3,5-trimethyl-2,3-dihydro-1H-pyrrolo[3,2-b]pyridin-1-yl)pyrimidin-2-amine CN(C)C[C@@H]1N(CCC1)C1=CC(=C(C=C1[N+](=O)[O-])NC1=NC=CC(=N1)N1CC(C2=NC(=CC=C21)C)(C)C)OC